FC(S(=O)(=O)NC1CC=C(CC1)C1=C2C(=NC(=C1)NC(=O)C1CC1)NC=C2)(F)F N-(4-(4-((trifluoromethyl)sulfonylamino)cyclohex-1-en-1-yl)-1H-pyrrolo[2,3-b]pyridin-6-yl)cyclopropylcarboxamide